N(=C=S)CCCCCCCCCS(=O)C 1-isothiocyanato-9-(methylsulfinyl)-nonane